4-(5-hydrazinyl-3-methyl-2-(pyridin-2-yl)-3H-imidazo[4,5-b]pyridin-7-yl)morpholine hydrochloride Cl.N(N)C1=CC(=C2C(=N1)N(C(=N2)C2=NC=CC=C2)C)N2CCOCC2